ClC(=O)OC1=CCC1 cyclobutenyl chloroformate